N-(3-chloro-5-(methylsulfonamido)phenyl)-4-(5-cyano-3-((3,5-difluorobenzyl)oxy)pyridin-2-yl)-5-methylthiophene-2-carboxamide ClC=1C=C(C=C(C1)NS(=O)(=O)C)NC(=O)C=1SC(=C(C1)C1=NC=C(C=C1OCC1=CC(=CC(=C1)F)F)C#N)C